ClC=1C=C(C(=NC1)OC)S(=O)(=O)NC1=C(C(=C(C=C1)F)C1=CC=C2C=NNC2=C1)F 5-chloro-N-(2,4-difluoro-3-(1H-indazol-6-yl)-phenyl)-2-methoxypyridine-3-sulfonamide